C12CCC(CC1)N2C2=CC=C(C=C2)NC(C2=CC(=C(C(=C2)F)O)C2OCC(CO2)(C)C)=O N-(4-((1s,4s)-7-Azabicyclo[2.2.1]heptan-7-yl)phenyl)-3-(5,5-dimethyl-1,3-dioxan-2-yl)-5-fluoro-4-hydroxybenzamide